2-oxo-8-[(thiophen-3-ylamino)carbonyl]-1H-quinoline-3-carboxamide O=C1NC2=C(C=CC=C2C=C1C(=O)N)C(=O)NC1=CSC=C1